S(=O)(=O)(OCCCCCCCC\C=C/CCCCCCCCCC)[O-].[Na+] sodium gadoleyl sulfate